N'-(1-(Pyridin-2-yl)ethylidene)azetidine-1-carbothiohydrazide N1=C(C=CC=C1)C(C)=NNC(=S)N1CCC1